C(CCCCCCCCCCC=CCCCCCCCCCCCCC)(=O)O 12-Hexacosenoic acid